1-(p-tolyl)-2-(trifluoromethoxy)ethan-1-one C1(=CC=C(C=C1)C(COC(F)(F)F)=O)C